ClC1=C(C=CC2=C1C(=NCC=1N2C=C(C(N1)=O)\C=C\OCC)C1=C(C=CC=C1F)F)C(F)(F)F 8-chloro-7-(2,6-difluorophenyl)-2-[(E)-2-ethoxyvinyl]-9-(trifluoromethyl)-5H-pyrimido[1,2-a][1,4]benzodiazepin-3-one